(1R,2S,5S)-N-((R)-1-Cyano-2-(2-oxo-1,2-dihydro-1,6-naphthyridin-3-yl)ethyl)-3-((S)-3,3-dimethyl-2-(methylsulfonamido)butanoyl)-6,6-dimethyl-3-azabicyclo[3.1.0]hexane-2-carboxamide C(#N)[C@@H](CC=1C(NC2=CC=NC=C2C1)=O)NC(=O)[C@@H]1[C@H]2C([C@H]2CN1C([C@H](C(C)(C)C)NS(=O)(=O)C)=O)(C)C